4-((2,6-difluoro-4-(1-methyl-1H-1,2,4-triazol-3-yl)benzyl)oxy)phenyl sulfurofluoridate S(OC1=CC=C(C=C1)OCC1=C(C=C(C=C1F)C1=NN(C=N1)C)F)(=O)(=O)F